S(=O)(=O)(C1=CC=C(C)C=C1)OC[C@@H]1OC1 (R)-2-[(tosyloxy)methyl]oxirane